2-(2-((5-propoxy-1H-benzo[d]imidazol-2-yl)thio)acetylamino)benzoic acid methyl ester COC(C1=C(C=CC=C1)NC(CSC1=NC2=C(N1)C=CC(=C2)OCCC)=O)=O